2-(2-((1s,4s)-4-hydroxy-cyclohexyl)-2H-pyrazolo[3,4-b]pyridin-6-yl)-3-methyl-5-(trifluorometh-yl)phenol OC1CCC(CC1)N1N=C2N=C(C=CC2=C1)C1=C(C=C(C=C1C)C(F)(F)F)O